1-((1-Ethyl-3-methyl-1H-pyrazol-5-yl)methyl)-1H-benzo[d]imidazole-6-carboxylic acid methyl ester COC(=O)C=1C=CC2=C(N(C=N2)CC2=CC(=NN2CC)C)C1